BrC=1C=NN(C1)C[C@H](CNC(OC(C)(C)C)=O)O[Si](C)(C)C(C)(C)C (S)-tert-butyl (3-(4-bromo-1H-pyrazol-1-yl)-2-((tert-butyldimethylsilyl)oxy)propyl)carbamate